C[C@H]1[C@H](CNC1)NC(=O)OC(C)(C)C 2-methylpropan-2-yl {[(3R,4R)-4-methyltetrahydro-1H-pyrrol-3-yl]amino}methanoate